C(C)(C)(C)C=1C=CC2=C(N=C3N2C=CC=C3)C1 7-(tert-butyl)benzo[4,5]imidazo[1,2-a]pyridine